5-methyl-2-(4-chlorobenzyl)benzimidazole CC1=CC2=C(N=C(N2)CC2=CC=C(C=C2)Cl)C=C1